N-(1,3-Oxazol-2-ylmethyl)-2-(pyridin-2-ylmethyl)-8-(trifluoromethyl)-4,5-dihydro-2H-furo[2,3-g]indazol-7-carboxamid O1C(=NC=C1)CNC(=O)C1=C(C2=C(CCC3=CN(N=C23)CC2=NC=CC=C2)O1)C(F)(F)F